FC1=C(C=CC=C1C(F)(F)F)C(C(=O)N1CC2=C(CCC1)N=C(NC2=O)C2(CC2)C2=CC(=CC=C2)C(C)C)O 6-(2-(2-fluoro-3-(trifluoromethyl)phenyl)-2-hydroxyacetyl)-2-(1-(3-isopropylphenyl)cyclopropyl)-3,5,6,7,8,9-hexahydro-4H-pyrimido[5,4-c]azepin-4-one